CC(C)=C1CCC(CC1)C1CCCCC1 4'-(1-methylethylidene)bicyclohexyl